CCN(C(C(=C)CCCCCC)=O)CC N,N-di-2-ethylhexylacrylamide